FC(CN1CC2=CC=C3C(=C2CC1)OCN3C(C3=CC=CC=C3)(C3=CC=CC=C3)C3=CC=CC=C3)(F)F 7-(2,2,2-trifluoroethyl)-3-trityl-6,7,8,9-tetrahydrooxazolo[5,4-f]isoquinoline